OCCCCC1=NC=C(C=O)C=C1 6-(4-hydroxybutyl)nicotinaldehyde